(R)-3-Bromo-N-(3-((4-methoxybenzyl)oxy)-2,6-dimethylphenyl)-5-(3-methoxypyrrolidin-1-yl)-6-methylpyridin-2-amine BrC=1C(=NC(=C(C1)N1C[C@@H](CC1)OC)C)NC1=C(C(=CC=C1C)OCC1=CC=C(C=C1)OC)C